BrC1=CC=C2[C@H](CCC(C2=C1)(O)CC1=NC(=NC(=C1CO)Cl)SC)C (4S)-7-Bromo-1-((6-chloro-5-(hydroxymethyl)-2-(methylthio)pyrimidin-4-yl)methyl)-4-methyl-1,2,3,4-tetrahydronaphthalen-1-ol